isononyl nitrate [N+](=O)(OCCCCCCC(C)C)[O-]